N1CCC2=CC=C(C=C12)C1=NNC2=CC=CC=C12 3-(2,3-dihydro-1H-indol-6-yl)-1H-indazole